3-[[3-chloro-5-fluoro-6-[3-methyl-2,6-dioxo-4-trifluoromethyl-pyrimidin-1-yl]-2-pyridinyl]oxy]propionic acid ethyl ester C(C)OC(CCOC1=NC(=C(C=C1Cl)F)N1C(N(C(=CC1=O)C(F)(F)F)C)=O)=O